5-[6-(Difluoromethyl)-6-methyl-5-oxo-1,2,3,7,8,9-hexahydropyrazolo[1,2-a]diazepin-3-yl]pyridin-3-carbonitril FC(C1(C(N2N(CCC1)CCC2C=2C=C(C=NC2)C#N)=O)C)F